OCCC1CC2(C1)CCN(CC2)C(=O)OC(C)(C)C tert-butyl 2-(2-hydroxyethyl)-7-azaspiro[3.5]nonane-7-carboxylate